8-bromo-2-(((6-chloropyrimidin-4-yl)oxy)methyl)-6-cyclopropylimidazo[1,2-a]pyridine BrC=1C=2N(C=C(C1)C1CC1)C=C(N2)COC2=NC=NC(=C2)Cl